CC=1N=C2N(N=C(C(=C2)C)N2CC=3C=C(C=NC3CC2)N2C[C@H](OCC2)C)C(C1)=O (R)-2,8-dimethyl-7-(3-(2-methylmorpholino)-7,8-dihydro-1,6-naphthyridin-6(5H)-yl)-4H-pyrimido[1,2-b]pyridazin-4-one